C\C(=C/CC=1C(=C(C(=O)O)C(=CC1O)CCCCCCCCCC)O)\CCC=C(C)C 3-[(2E)-3,7-dimethyloct-2,6-dien-1-yl]-2,4-dihydroxy-6-decylbenzoic acid